N[C@@H](CCC(=O)NCCCC[C@@H](C(=O)NCCCC[C@@H](C(=O)OC(C1=CC=CC=C1)(C1=CC=CC=C1)C1=C(C=CC=C1)Cl)NC(=O)OCC1=CC=CC=C1)NC(=O)OC(C)(C)C)C(=O)OC(C)(C)C [(2-chlorophenyl)-diphenylmethyl] (2S)-6-[[(2S)-6-[[(4S)-4-amino-5-tert-butoxy-5-oxo-pentanoyl]amino]-2-(tert-butoxycarbonylamino)hexanoyl]amino]-2-(benzyloxycarbonylamino)hexanoate